S1C=C(C=C1)CCN1C[C@@H](C([C@@H](C1)O)O)O (3S,4r,5R)-1-(2-(thien-3-yl)ethyl)piperidine-3,4,5-triol